N-(4-nitrobenzyl)-3-(piperidin-3-yl)aniline [N+](=O)([O-])C1=CC=C(CNC2=CC(=CC=C2)C2CNCCC2)C=C1